trans-(1-((3-(1-Aminoethyl)phenyl)sulfonyl)-5-phenylpiperidin-3-yl)(1,1-dioxidothiomorpholino)methanone 2,2,2-trifluoroacetate FC(C(=O)O)(F)F.NC(C)C=1C=C(C=CC1)S(=O)(=O)N1C[C@H](C[C@@H](C1)C1=CC=CC=C1)C(=O)N1CCS(CC1)(=O)=O